(4-hydroxy-1-methyl-7-phenoxy-3-isoquinolinecarbonyl)glycine OC1=C(N=C(C2=CC(=CC=C12)OC1=CC=CC=C1)C)C(=O)NCC(=O)O